C(C)[C@]1(C(OCC=2C(N3CC=4C(=NC=5C=C(C(=C6C5C4[C@H](CC6)NC(CO)=O)C)F)C3=CC21)=O)=O)O N-[(1S,9S)-9-Ethyl-5-fluoro-2,3,9,10,13,15-hexahydro-9-hydroxy-4-methyl-10,13-dioxo-1H,12H-benzo[de]pyrano[3',4':6,7]indolizino[1,2-b]quinolin-1-yl]-2-hydroxyacetamide